β-(1,2,4-Triazol-1-yl)-alanine N1(N=CN=C1)C[C@H](N)C(=O)O